CC1=CC(=O)OC2=C1C=CC(=C2)NC(=O)[C@H](CC3=CC=C(C=C3)O)NC(=O)[C@H](C(C)C)NC(=O)[C@H](CC(C)C)NC(=O)[C@H](CC(C)C)NC(=O)CCC(=O)O The molecule is a tetrapeptide compound with a succinyl group at the N-terminal and a 7-amino-4-methylcoumarin group at the C-terminal. It has a role as a fluorochrome. It is a tetrapeptide and a member of 7-aminocoumarins.